1-ethyl-1-((S)-2,2,2-trifluoro-1-(5-methoxy-4-(8-methoxy-2-methylimidazo[1,2-a]pyrazin-6-yl)pyridin-2-yl)ethyl)-3-(1-(2-(trifluoromethyl)cyclopropyl)propyl)urea C(C)N(C(=O)NC(CC)C1C(C1)C(F)(F)F)[C@H](C(F)(F)F)C1=NC=C(C(=C1)C=1N=C(C=2N(C1)C=C(N2)C)OC)OC